P(=O)(O)(O)OC[C@@H]1[C@H]([C@H]([C@@H](O1)N1C=NC=2C(N)=NC(=NC12)C)S)O 2-methylthioadenosine 5'-monophosphate